(±)-(4Z)-4-(1,3-benzothiazol-6-ylmethylene)-2-[(2,2-difluorocyclohexyl)amino]-1H-imidazol-5-one S1C=NC2=C1C=C(C=C2)\C=C\2/N=C(NC2=O)N[C@H]2C(CCCC2)(F)F |r|